tert-butyl ((1R,3R)-3-(2-bromo-3,4-difluorophenoxy) cyclopentyl)(methyl)carbamate BrC1=C(O[C@H]2C[C@@H](CC2)N(C(OC(C)(C)C)=O)C)C=CC(=C1F)F